N1=C(N=CC=C1)[C@@H](C)N (1R)-1-pyrimidin-2-ylethanamine